((3R,5R)-1-(6-(3-fluoro-4-methoxyphenyl)-4-(hydroxymethyl) pyridin-3-yl)-5-(fluoromethyl) piperidin-3-yl)Tert-butyl carbamate C(N)(OC(C[C@@H]1CN(C[C@@H](C1)CF)C=1C=NC(=CC1CO)C1=CC(=C(C=C1)OC)F)(C)C)=O